ClC=1C(=C(C(=CC1Cl)Cl)OC(C(=O)OC1=C(C(=C(C=C1Cl)Cl)Cl)C(=O)OCCC(C)(C)C)=O)C(=O)OCCC(C)(C)C bis{3,4,6-trichloro-2-[(3,3-dimethylbutoxy) carbonyl] phenyl}oxalate